COC1(C=CC(O1)=O)O 5-methoxy-5-hydroxy-2(5H)-furanone